(2S,3S)-3-fluoro-1-methylpyrrolidin F[C@@H]1CN(CC1)C